5-(piperazin-1-yl)benzofuran-2-carboxamide N1(CCNCC1)C=1C=CC2=C(C=C(O2)C(=O)N)C1